C1(=CC=CC=C1)CCCC(=O)OCC=1C=CC=C2C=CC=NC12 quinolin-8-yl-methyl 4-phenylbutyrate